2-fluoro-6-[(3-bromobenzyl)amino]-9-(tetrahydrofuran-2-yl)-9H-purine FC1=NC(=C2N=CN(C2=N1)C1OCCC1)NCC1=CC(=CC=C1)Br